N=1N(N=CC1)C1=C(C=C(C=N1)NC(C1=C(C=C(C=C1)C1=C2CNC(C2=CC=C1)=O)Cl)=O)C(F)(F)F N-(6-(2H-1,2,3-triazol-2-yl)-5-(trifluoromethyl)pyridin-3-yl)-2-chloro-4-(1-oxoisoindolin-4-yl)benzamide